3,3'-bis(triphenyl-silyl)binaphthol C1(=CC=CC=C1)[Si](C1=C(C(=C2C=CC=CC2=C1)C1=CC(=CC2=CC=CC=C12)[Si](C1=CC=CC=C1)(C1=CC=CC=C1)C1=CC=CC=C1)O)(C1=CC=CC=C1)C1=CC=CC=C1